3-fluoro-6-methyl-2-(oxiran-2-yl)pyridine FC=1C(=NC(=CC1)C)C1OC1